N-[2-[[(2S)-2-amino-4-guanidino-butanoyl]amino]ethyl]-4-[[3-(2,3-difluoro-4-methoxy-phenyl)imidazo[1,2-a]pyrazin-8-yl]amino]-2-ethyl-benzamide N[C@H](C(=O)NCCNC(C1=C(C=C(C=C1)NC=1C=2N(C=CN1)C(=CN2)C2=C(C(=C(C=C2)OC)F)F)CC)=O)CCNC(=N)N